5,6-bis(1-(benzyloxy)ethoxycarbonyl)-2-norbornene C(C1=CC=CC=C1)OC(C)OC(=O)C1C2C=CC(C1C(=O)OC(C)OCC1=CC=CC=C1)C2